2-{4-[5-chloro-2-(1H-tetrazol-1-yl)phenyl]-5-methoxy-2-oxopyridin-1(2H)-yl}butyric acid ClC=1C=CC(=C(C1)C1=CC(N(C=C1OC)C(C(=O)O)CC)=O)N1N=NN=C1